ClC=1C=C(C=CC1)C1=CC(=CC=C1)C1CCCCC1 3-chloro-3'-cyclohexyl-1,1'-biphenyl